ClC=1C=C(C=NC=2C=C(C(=O)O)C=CC2)C=C(C1)O 3-(3-chloro-5-hydroxy-benzylideneamino)benzoic acid